C(C)(C)(C)OC(NCC1COC2=C(C=C3C(=NC=NC3=C2)NC2=C(C(=C(C=C2)Cl)Cl)F)O1)=O ((4-((3,4-dichloro-2-fluorophenyl)amino)-7,8-dihydro-[1,4]dioxino[2,3-g]quinazolin-7-yl)methyl)carbamic acid tert-butyl ester